2,5,5-trimethyl-octahydro-2-naphthol CC1(CC2CCCC(C2CC1)(C)C)O